N-[[(2R,5S)-3-oxo-2-(3-phenoxyphenyl)-1,4-thiazepan-5-yl]methyl]pyrimidine-2-carboxamide O=C1[C@H](SCC[C@H](N1)CNC(=O)C1=NC=CC=N1)C1=CC(=CC=C1)OC1=CC=CC=C1